N1=NC(C=C1)=C1N=NC=C1 bipyrazol